CC[C@H](C)[C@@H](C(=O)NCC(=O)N[C@@H](CC1=CC=CC=C1)C(=O)N[C@@H](CCC(=O)O)C(=O)N[C@@H](C(C)C)C(=O)N[C@@H](CCC(=O)N)C(=O)N[C@@H](CCC(=O)O)C(=O)N[C@@H](CCC(=O)O)C(=O)O)NC(=O)[C@H]([C@@H](C)O)NC(=O)[C@H](C)NC(=O)[C@H](CCCCNC(=O)CCCCC2CCSS2)NC(=O)[C@H](CC(=O)O)NC(=O)C The molecule is a twelve-membered oligopeptide comprising AcAsp, N(6)-[lipoyl]-Lys, Ala, Thr, Ile, Gly, Phe, Glu, Val, Gln, Glu and Glu residues joined in sequence.